BrC1=NSCC1=O 3-bromoisothiazolinone